N1-((1r,3r,5r,7r)-adamantan-2-yl)-N2-((5-(4-chlorophenyl)-1-(2,4-dichlorophenyl)-4-methyl-1H-pyrazol-3-yl)methyl)ethane-1,2-diamine C12C(C3CC(CC(C1)C3)C2)NCCNCC2=NN(C(=C2C)C2=CC=C(C=C2)Cl)C2=C(C=C(C=C2)Cl)Cl